4-((3-(4-(((1S,4S)-4-(2-oxa-6-azaspiro[3.3]heptan-6-yl)cyclohexyl)amino)-1-(2,2,2-trifluoroethyl)-1H-indol-2-yl)prop-2-yn-1-yl)amino)-3-methoxy-N,N-dimethylbenzenesulfonamide C1OCC12CN(C2)C2CCC(CC2)NC2=C1C=C(N(C1=CC=C2)CC(F)(F)F)C#CCNC2=C(C=C(C=C2)S(=O)(=O)N(C)C)OC